5-(3-(((S)-1-(1H-tetrazol-1-yl)propan-2-yl)oxy)-4-chlorophenyl)-N-(3-(2-(2-methoxyethoxy)ethoxy)-1-((1r,4r)-4-morpholinylcyclohexyl)-1H-pyrazol-4-yl)pyrimidin-2-amine N1(N=NN=C1)C[C@H](C)OC=1C=C(C=CC1Cl)C=1C=NC(=NC1)NC=1C(=NN(C1)C1CCC(CC1)N1CCOCC1)OCCOCCOC